O1CS(C2=C1C=CC=C2)(=O)=O BENZO[d][1,3]OXATHIOLE 3,3-DIOXIDE